(2S,3S,4R,5R)-6-{[(6aR,10aR)-3-(hex-5-yn-1-yl)-6,6,9-trimethyl-6H,6aH,7H,8H,10aH-benzo[c]isochromen-1-yl]oxy}-5-(hydroxymethyl)oxane-2,3,4-triol C(CCCC#C)C=1C=C(C2=C(OC([C@@H]3CCC(=C[C@@H]23)C)(C)C)C1)OC1[C@@H]([C@H]([C@@H]([C@H](O1)O)O)O)CO